C(CCCCCCCCCCCCCCCCC)(=O)O.C(CCCCCCCCCCCCCCCCC)(=O)O.C(CCCCCCCCCCCCCCCCC)(=O)O.OCC(O)CO.OCC(O)CO diglycerol tristearate